C(C)(C)(C)OC(=O)N[C@H](C(=O)O)CCCN/C(=N/C(=O)OC(C)(C)C)/NC(=O)OC(C)(C)C (2S)-2-{[(tert-butoxy)carbonyl]amino}-5-{[(Z)-{[(tert-butoxy)carbonyl]amino}({[(tert-butoxy)carbonyl]imino})methyl]amino}pentanoic acid